2-phenyl-3,5,7-tris-(2-propen-1-yloxy)-quinolin-4-one C1(=CC=CC=C1)C1=NC2=CC(=CC(=C2C(C1OCC=C)=O)OCC=C)OCC=C